ClC1=C(C=CC=C1)S(=O)(=O)NC1=CC=C(C(=N1)OC)C=1C=C2C=NC(=NC2=C(C1)C(F)(F)F)NC1CCC(CC1)NC(OC(C)(C)C)=O tert-butyl ((1r,4r)-4-((6-(6-(2-chlorophenylsulfonamido)-2-methoxypyridin-3-yl)-8-(trifluoromethyl)quinazolin-2-yl)amino)cyclohexyl)carbamate